FC1=C2NC(C(=NC2=C(C=C1CN1CCN(CC1)C=1C(=NC(=CC1)C)C(=O)NC)C#CC)C)=O (4-((5-fluoro-2-methyl-3-oxo-8-(prop-1-yn-1-yl)-3,4-dihydroquinoxalin-6-yl)methyl)piperazin-1-yl)-N,6-dimethylpyridinecarboxamide